tert-Butyl 4-(6-(4-(ethoxycarbonyl)-1H-imidazol-1-yl)pyridin-2-yl)piperazine-1-carboxylate C(C)OC(=O)C=1N=CN(C1)C1=CC=CC(=N1)N1CCN(CC1)C(=O)OC(C)(C)C